2-benzyl-2-azaspiro[3.3]heptan-6-yl (2R,6S)-2,6-dimethyl-4-(quinazolin-2-yl)piperazine-1-carboxylate C[C@H]1N([C@H](CN(C1)C1=NC2=CC=CC=C2C=N1)C)C(=O)OC1CC2(CN(C2)CC2=CC=CC=C2)C1